FCCCN1CC(C1)CC1=CC=C(C=C1)C1=C(CCCC2=C1C=CC(=C2)C(=O)O)C2CCC(CC2)C 9-(4-((1-(3-fluoropropyl)azetidin-3-yl)methyl)phenyl)-8-((1r,4r)-4-methylcyclohexyl)-6,7-dihydro-5H-benzo[7]annulene-3-carboxylic acid